3-(7-acetyl-4-amino-3-((1-cyclopropyl-6-fluoro-2-methyl-1H-benzo[d]imidazol-5-yl)ethynyl)-1H-pyrazolo[4,3-c]pyridin-1-yl)pyrrolidin C(C)(=O)C=1C2=C(C(=NC1)N)C(=NN2C2CNCC2)C#CC2=CC1=C(N(C(=N1)C)C1CC1)C=C2F